C(C)(C)(C)N(C(O)=O)N1CCC(CC1)CCN1CCN(CC1)C1=C(C=C(C=C1)N[C@@H]1C(NC(CC1)=O)=O)F.C1(=CC=CC=C1)CC(C)N 1-phenyl-2-aminopropane tert-butyl-(S)-(4-(2-(4-(4-((2,6-dioxopiperidin-3-yl)amino)-2-fluorophenyl)piperazin-1-yl)ethyl)piperidin-1-yl)carbamate